7'-oxo-7'H-spiro[cyclohexane-1,5'-furo[3,4-b]pyridine]-4-carboxamide O=C1OC2(C=3C1=NC=CC3)CCC(CC2)C(=O)N